oxazol-5-ylmethyl (4-(piperidin-4-ylmethyl)phenyl)carbamate hydrochloride Cl.N1CCC(CC1)CC1=CC=C(C=C1)NC(OCC1=CN=CO1)=O